N[C@@H]1C(N(C=2N(CC1)N=C(C2)[C@H]2C(C2)(F)F)C)=O (S)-6-amino-2-((S)-2,2-difluorocyclopropyl)-4-methyl-7,8-dihydro-4H-pyrazolo[1,5-a][1,3]diazepin-5(6H)-one